tert-butyl 4-(5-(6-(methoxymethoxy)-2-methyl-2H-indazol-5-yl)-2H-pyrazolo[4,3-b]pyridin-2-yl)piperidine-1-carboxylate COCOC=1C(=CC2=CN(N=C2C1)C)C=1C=CC=2C(N1)=CN(N2)C2CCN(CC2)C(=O)OC(C)(C)C